ClC=1C=C(C=CC1Cl)CCNCC1=C(N=C2SC=CN21)C2=CC1=CC=CC=C1C=C2 2-(3,4-dichlorophenyl)-N-((6-(naphthalen-2-yl)imidazo[2,1-b]thiazol-5-yl)methyl)ethan-1-amine